4-(tert-butoxy)-4-oxobutyl-((benzyloxy)carbonyl)-L-valine C(C)(C)(C)OC(CCCN([C@@H](C(C)C)C(=O)O)C(=O)OCC1=CC=CC=C1)=O